CCCCCCCCCCCCCCCCCCCCC(=O)OC[C@H](COP(=O)(O)OC[C@@H](C(=O)O)N)OC(=O)CCC/C=C\C/C=C\C/C=C\C/C=C\CCCCC 1-heneicosanoyl-2-(5Z,8Z,11Z,14Z-eicosatetraenoyl)-glycero-3-phosphoserine